(R)-6-chloro-3-(1-(2-(2,4-dimethylthiazol-5-yl)-3,6-dimethyl-4-oxo-3,4-dihydroquinazolin-8-yl)ethylamino)picolinic acid ClC1=CC=C(C(=N1)C(=O)O)N[C@H](C)C=1C=C(C=C2C(N(C(=NC12)C1=C(N=C(S1)C)C)C)=O)C